NC=1C=C(C=C(C1)C(F)(F)F)[C@@H](C)NC1=NC(=NC2=C3C(=C(C=C12)OC)OC(C3)(C)C)C (R)-N-(1-(3-amino-5-(trifluoromethyl)phenyl)ethyl)-6-methoxy-2,8,8-trimethyl-8,9-dihydrofuro[2,3-h]quinazolin-4-amine